N-[2-fluoro-3-[4-(trifluoromethyl)-phenoxy]indan-5-yl]acrylamide FC1CC2=CC=C(C=C2C1OC1=CC=C(C=C1)C(F)(F)F)NC(C=C)=O